(S)-5-(5-methyl-3,4,5,6-tetrahydropyridin-2-yl)-2-(1-(3,3,3-trifluoropropyl)piperidin-4-yl)benzo[d]thiazole C[C@H]1CCC(=NC1)C=1C=CC2=C(N=C(S2)C2CCN(CC2)CCC(F)(F)F)C1